5-fluoro-7-hydroxy-2-oxo-2H-chromene-3-carboxylic acid FC1=C2C=C(C(OC2=CC(=C1)O)=O)C(=O)O